FC=1C(=CC(=C(C1)N1C(C=CC2=CC(=CC=C12)S(=O)(=O)NC=1OC=CN1)=O)OC)[C@@H]1[C@H](C1)C(F)(F)F (P)-1-(5-fluoro-2-methoxy-4-((1S,2S)-2-(trifluoromethyl)cyclopropyl)phenyl)-N-(oxazol-2-yl)-2-oxo-1,2-dihydroquinoline-6-sulfonamide